1-(2-(benzo-furan-5-ylamino)-5-methyl-pyrimidin-4-yl)-N-(1-(3-chlorophenyl)-2-hydroxy-ethyl)-1H-pyrrole-3-carboxamide O1C=CC2=C1C=CC(=C2)NC2=NC=C(C(=N2)N2C=C(C=C2)C(=O)NC(CO)C2=CC(=CC=C2)Cl)C